secondary dodecyl glycidyl ether C(C1CO1)OC(C)CCCCCCCCCC